FC(S(=O)(=O)OC1=C(C=C(C=C1C=O)C1=C(C=CC(=C1)Cl)NC(C)C=1C=C(C=C2C(C(=C(OC12)C(C)C)C)=O)C)F)(F)F [4-[5-chloro-2-[1-(2-isopropyl-3,6-dimethyl-4-oxo-chromen-8-yl)ethylamino] phenyl]-2-fluoro-6-formyl-phenyl] trifluoromethanesulfonate